C1(=CC(=CC=C1)C(=O)N1C(C1)C)C(=O)N1C(C1)C 1'-(1,3-phenylenedicarbonyl)-bis-(2-methylaziridine)